O=C1NC=C(C2=CC=CC=C12)C(C)NC(N)=O 3-(1-(1-oxo-1,2-dihydroisoquinolin-4-yl)ethyl)urea